COC(C1=CC=CC=C1)=NC1=CC=CC=C1 (methoxybenzylidene)aniline